C1(=CC=C(C=C1)S(=O)(=O)Cl)C1=CC=C(C=C1)S(=O)(=O)Cl 4,4'-biphenyldisulfonyl chloride